NC1=C(C(=NN1C)C1CC2CC(C(C2C1)O)C1=CC=CC=C1)C(=O)NC1=CC(=C(C=C1)F)Cl 5-Amino-N-(3-chloro-4-fluorophenyl)-3-(4-hydroxy-5-phenyloctahydropentalen-2-yl)-1-methyl-1H-pyrazole-4-carboxamide